(R)-2-((((2-Chloro-5-(trifluoromethyl)pyridin-3-yl)methyl)thio)methyl)piperazine ClC1=NC=C(C=C1CSC[C@@H]1NCCNC1)C(F)(F)F